4-methyl-6-((2-oxo-1,2-dihydroquinolin-3-yl)methyl)-2H-benzo[b][1,4]oxazin-3(4H)-one CN1C2=C(OCC1=O)C=CC(=C2)CC=2C(NC1=CC=CC=C1C2)=O